1,2-di-2-propyn-1-yl ethanedioate C(C(=O)OCC#C)(=O)OCC#C